COC(=O)C1(NC=CC1)C(C1=CC=CC=C1)CO[Si](C)(C)C(C)(C)C 2-(((tert-butyldimethylsilyloxy)methyl)benzyl)-1H-pyrrole-2-carboxylic acid methyl ester